((tert-butyldimethylsilyl)oxy)-1-methyl-1,3-dihydro-2H-benzo[d]imidazol-2-one [Si](C)(C)(C(C)(C)C)ON1C(N(C2=C1C=CC=C2)C)=O